NC1=NC=2C=C(C(=CC2C2=C1N(N=C2)C)C(=O)N([C@@H]2COCC1=NC(=CC=C12)C(F)(F)F)C1CC1)F 4-amino-N-cyclopropyl-7-fluoro-3-methyl-N-((5S)-2-(trifluoromethyl)-5,8-dihydro-6H-pyrano[3,4-b]pyridin-5-yl)-3H-pyrazolo[3,4-c]quinoline-8-carboxamide